iron-manganese-vanadium phosphate P(=O)([O-])([O-])[O-].[V+5].[Mn+2].[Fe+2].P(=O)([O-])([O-])[O-].P(=O)([O-])([O-])[O-]